[C@@H](C)(CC)NC(=O)[C@@H]1CN([C@@H]2CC=3C4=C(C2=C1)C=CC=C4NC3)C (6aR,9S)-N-((R)-sec-butyl)-7-methyl-4,6,6a,7,8,9-hexahydroindolo[4,3-fg]quinoline-9-carboxamide